2,4,6-Trichloro-5-methylpyrimidine ClC1=NC(=C(C(=N1)Cl)C)Cl